[Na].C(C)N(S(=O)(=O)OCCC)CCCC N-ethyl-N-(3-propylsulfo)-3-methylpropylamine sodium salt